9-heptadecenoic acid C(CCCCCCCC=CCCCCCCC)(=O)O